nonane-d17 C(C(C(C(C(C(C(C(C)([2H])[2H])([2H])[2H])([2H])[2H])([2H])[2H])([2H])[2H])([2H])[2H])([2H])[2H])([2H])([2H])[2H]